[Si](C)(C)(C(C)(C)C)OC1=CC(=C(C=C1)N=C(N)C1=C(C=2N(N=C1)C=C(C2)C=2C=C(C=CC2)C)NC2CCCC2)CC N'-[4-[tert-butyl(dimethyl)silyl]oxy-2-ethyl-phenyl]-4-(cyclopentylamino)-6-(m-tolyl)-pyrrolo[1,2-b]pyridazine-3-carboxamidine